C(C)(=O)OCC1=NC(=CC=C1)C=1C=NN(C1COC(N(C)C1CCC1)=O)C 2-(acetoxymethyl)-6-(5-(((cyclobutyl(methyl)carbamoyl)oxy)methyl)-1-methyl-1H-pyrazol-4-yl)pyridin